C(=O)(O)C=1C(=NC(NC1)=O)N anti-5-carboxylcytosine